1-vinyl-4-pentyl-1,2,4-triazole iodide [I-].C(=C)N1N=CN(C1)CCCCC